FC1(C(C2=C(C(=C=C=C12)OC=1C=C(C(=O)N)C=C(C1)Cl)C(F)(F)F)O)F 3-{8,8-difluoro-7-hydroxy-5-(trifluoromethyl)bicyclo[4.2.0]oct-1,3,5-triene-2-enyloxy}-5-chlorobenzamide